OC1=CC=C(C=C1)C(C)(C)C1=CC=C(C=C1)C(C)(C1=CC=C(C=C1)O)C1=CC=C(C=C1)O 4,4'-{1-[4-[1-(4-Hydroxyphenyl)-1-methylethyl]phenyl]ethylidene}bisphenol